C(CC)N=CCCCOC(C1=CC=CC=C1)=O.C(C1=CC=CC=C1)(=O)O benzoic acid [4-propyliminobutyl]benzoate